(6-((1H-pyrazol-1-yl)methyl)-4-methoxybenzo[d]isoxazol-3-yl)-2-methoxy-3-(2,7-diazaspiro[3.5]non-2-yl)benzenesulfonamide N1(N=CC=C1)CC1=CC2=C(C(=NO2)C2=C(C(=C(C=C2)S(=O)(=O)N)OC)N2CC3(C2)CCNCC3)C(=C1)OC